O[C@@H]1C(C2=CC[C@H]3[C@@H]4CC[C@H]([C@@H](CCCC(C)(C)O)C)[C@]4(CC[C@@H]3[C@]2(CC1)C)C)=O 3β,25-Dihydroxycholest-6(5)-en-4-one